methyl-11α,21-dihydroxy-1,4-pregnadiene-3,20-dione CC(C([C@H]1CC[C@H]2[C@@H]3CCC4=CC(C=C[C@]4(C)[C@H]3[C@@H](C[C@]12C)O)=O)=O)O